NC1=NC=CC(=C1Cl)SC=1N=C2C(=NC1)NC(=N2)N2CCC1(CC2)[C@@H](C2=CC=CC(=C2C1)F)N (S)-1'-(5-((2-amino-3-chloropyridin-4-yl)thio)-1H-imidazo[4,5-b]pyrazin-2-yl)-4-fluoro-1,3-dihydrospiro[indene-2,4'-piperidin]-1-amine